FC(C(=O)O)(F)F.S1C(=CC2=C1CNC2)CNC(=O)[C@@H]2CCC=1N2C(C(=NC1)N[C@H]1CCC2=CC=C(C=C12)C1=CC=CC=C1)=O (S)-N-((5,6-dihydro-4H-thieno[2,3-c]pyrrol-2-yl)methyl)-4-oxo-3-(((S)-6-phenyl-2,3-dihydro-1H-inden-1-yl)amino)-4,6,7,8-tetrahydropyrrolo[1,2-a]pyrazine-6-carboxamide trifluoroacetate